OCCCOC1=CC2=C(SC(=C2)C(CCC(=O)OCC)=O)C=C1OC ethyl 4-(5-(3-hydroxypropoxy)-6-methoxybenzo[b]thiophen-2-yl)-4-oxobutyrate